O1CCN(CC1)CC1=CC=C(C=C1)NC(=O)C1=NNC=C1[N+](=O)[O-] N-(4-(morpholinomethyl)phenyl)-4-nitro-1H-pyrazole-3-carboxamide